(R/S)-1-(3-(difluoro(tetrahydrofuran-2-yl)methyl)phenyl)ethane-1-amine hydrochloride Cl.FC(C=1C=C(C=CC1)[C@@H](C)N)(C1OCCC1)F |r|